FC(C1=CC=C(C=C1)NC1=C(C=CC=C1)C=1N=NN(N1)CC(=O)O)(F)F 2-(5-(2-((4-(trifluoromethyl)phenyl)amino)phenyl)-2H-tetrazol-2-yl)acetic acid